6-methyl-N-(1-methyl-3-phenylpropyl)-2-pyridinecarboxamide CC1=CC=CC(=N1)C(=O)NC(CCC1=CC=CC=C1)C